acryloyloxyundecyl-iododimethylsilane C(C=C)(=O)OCCCCCCCCCCC[Si](C)(C)I